C12CN(CC(CC1)N2)C=2C=CC=C1C(=CN=CC21)N2C(NC(CC2)=O)=O 1-[8-(3,8-diazabicyclo[3.2.1]octan-3-yl)-4-isoquinolyl]hexahydropyrimidine-2,4-dione